N-(6-amino-2,3-dihydrobenzofuran-5-yl)-N-methylcyclopropanesulfonamide NC1=CC2=C(CCO2)C=C1N(S(=O)(=O)C1CC1)C